5-iodo-3-chloropyrrole IC1=CC(=CN1)Cl